C1(CC1)N1C[C@@H](CCC1)NC(CN1N=C(N2C(C1=O)=CC1=C2SC=C1)CC)=O (R)-N-(1-cyclopropylpiperidin-3-yl)-2-(8-(ethyl)-5-oxothieno[3',2':4,5]pyrrolo[1,2-d][1,2,4]triazin-6(5H)-yl)acetamide